(7-(1-isopropyl-1H-pyrazol-4-yl)-6-methylimidazo[1,2-b]pyridazin-3-yl)-2-(5-methyl-1H-pyrazol-3-yl)-1,8-naphthyridine C(C)(C)N1N=CC(=C1)C1=CC=2N(N=C1C)C(=CN2)C=2C(=NC1=NC=CC=C1C2)C2=NNC(=C2)C